(E)-1-[4-[(7-Chloroquinolin-4-yl)amino]phenyl]-3-(4-fluorophenyl)prop-2-en-1-one ClC1=CC=C2C(=CC=NC2=C1)NC1=CC=C(C=C1)C(\C=C\C1=CC=C(C=C1)F)=O